(1-(3-amino-6-bromopyrazin-2-yl)-1H-indazol-5-yl)methanol NC=1C(=NC(=CN1)Br)N1N=CC2=CC(=CC=C12)CO